S1C(=CC=C1CN)C=1SC=CC1 2,2'-bithiophene-5-methanamine